p-benzyloxy-bromobenzene C(C1=CC=CC=C1)OC1=CC=C(C=C1)Br